yttrium-europium oxide [O-2].[Eu+3].[Y+3].[O-2].[O-2]